FC1=C(C=CC2=C1N=CS2)NC2=C1C(=NC=C2)SC(=C1)[C@H]1C(N(CC1)CCO)(C)C (R)-2-(3-(4-((4-fluorobenzo[d]thiazol-5-yl)amino)thieno[2,3-b]pyridin-2-yl)-2,2-dimethylpyrrolidin-1-yl)ethan-1-ol